BrC=1NC(C=CC1N1CN(C2=CC(=CC=C2C1=O)C(F)(F)F)C1=C(C=C(C=C1)F)C)=O 3-(2-Bromo-6-oxo-1,6-dihydropyridin-3-yl)-1-(4-fluoro-2-methylphenyl)-7-(trifluoromethyl)-2,3-dihydroquinazolin-4(1H)-one